FC=1C(=NC=CC1)C1=CN=C(S1)NC1=CC2=C(C=N1)N=CN2CCNC(=O)[C@H]2N(CC[C@@H]2O)C(=O)OC(C)(C)C tert-butyl (2S,3S)-2-[2-[6-[[5-(3-fluoro-2-pyridyl)thiazol-2-yl]amino]imidazo[4,5-c]pyridin-1-yl]ethylcarbamoyl]-3-hydroxy-pyrrolidine-1-carboxylate